2,2-Thiobis(4-tert-octylphenol) C1=CC=C(C=C1)CC(C=O)NC(=O)OCC2=CC=CC=C2